O1C=2C(OCC1COCCCCS(=O)(=O)O)=CSC2 4-[(2,3-dihydrothieno[3,4-b][1,4]di-oxin-2-yl)methoxy]butane-1-sulfonic acid